1-isopropyl-4-methyl-2-methylenecyclohexane C(C)(C)C1C(CC(CC1)C)=C